1-(3-((3-cyano-1-azetidinyl)sulfonyl)benzoyl)-N-((1S)-1-(2-fluoro-4-(trifluoromethyl)phenyl)-2-methylpropyl)-D-prolinamide C(#N)C1CN(C1)S(=O)(=O)C=1C=C(C(=O)N2[C@H](CCC2)C(=O)N[C@@H](C(C)C)C2=C(C=C(C=C2)C(F)(F)F)F)C=CC1